NC1CC(CC(C1)(CN)C)(C)C amino-3,3,5-trismethyl-5-aminomethylcyclohexane